tert-Butyl (4-(4-amino-7-(1-(methylsulfonyl)-2,5-dihydro-1H-pyrrol-3-yl)pyrrolo[2,1-f][1,2,4]triazin-5-yl)-2-methoxyphenyl)carbamate NC1=NC=NN2C1=C(C=C2C=2CN(CC2)S(=O)(=O)C)C2=CC(=C(C=C2)NC(OC(C)(C)C)=O)OC